6-oxo-4-(trifluoromethyl)-1,6-dihydropyridine-3-carboxamide HCl Cl.O=C1C=C(C(=CN1)C(=O)N)C(F)(F)F